5-(2,4-Difluorophenyl)acetylsalicyl chloride FC1=C(C=CC(=C1)F)CC(=O)C1=CC=C(C(CCl)=C1)O